ClC=1N=C(SC1N(C(C(CC)C)=S)CC)C=1C=NC=CC1 N-[4-chloro-2-(3-pyridyl)thiazol-5-yl]-N-ethyl-2-methyl-3-methylthiopropanamide